ClC1=CC(=C(C=C1Cl)CN1CCC(CC1)(C#N)CO)O 1-[(4,5-dichloro-2-hydroxyphenyl)methyl]-4-(hydroxymethyl)piperidine-4-carbonitrile